ClC1=CC=2OC[C@@H](C(N(C2N=C1)C)=O)NC(=O)C1=NC=C(C(=N1)C1NCCS(C1)(=O)=O)C N-((S)-8-chloro-5-methyl-4-oxo-2,3,4,5-tetrahydropyrido[3,2-b][1,4]oxazepin-3-yl)-4-(1,1-dioxidothiomorpholin-3-yl)-5-methylpyrimidine-2-carboxamide